2-(4-ethylsulfanyl-2,5-dimethoxyphenyl)ethanamine C(C)SC1=CC(=C(C=C1OC)CCN)OC